5-(5-((R)-1-(3,5-Dichloropyridin-4-yl)ethoxy)-6-fluoro-1-(tetrahydro-2H-pyran-2-yl)-1H-indazol-3-yl)-2-(6,6-dioxido-6-thia-2-azaspiro[3.5]nonan-2-yl)nicotinonitrile ClC=1C=NC=C(C1[C@@H](C)OC=1C=C2C(=NN(C2=CC1F)C1OCCCC1)C=1C=NC(=C(C#N)C1)N1CC2(C1)CS(CCC2)(=O)=O)Cl